(E)-5-(2-(Ethylthio)-4-(trifluoromethyl)phenyl)-1-methyl-2-(3,3,3-trifluoroprop-1-en-1-yl)-1H-imidazole C(C)SC1=C(C=CC(=C1)C(F)(F)F)C1=CN=C(N1C)\C=C\C(F)(F)F